CN1N=CC(=C1)NC1=NC=C(C(=N1)NCCC1=CC(=CC=C1)C)C(=O)N 2-((1-methyl-1H-pyrazol-4-yl)amino)-4-((3-methylphenylethyl)amino)pyrimidin-5-carboxamide